(R)-5-(azetidin-3-yloxy)-N-(1-(3-(furan-2-yl)phenyl)ethyl)-2-methylbenzamide N1CC(C1)OC=1C=CC(=C(C(=O)N[C@H](C)C2=CC(=CC=C2)C=2OC=CC2)C1)C